Racemic-ibuprofen potassium salt [K+].[O-]C(=O)[C@H](C)C1=CC=C(CC(C)C)C=C1 |r|